5-(2-chloropyrimidin-4-yl)-2-methyl-3-(prop-1-en-2-yl)-2H-indazole ClC1=NC=CC(=N1)C1=CC2=C(N(N=C2C=C1)C)C(=C)C